19-bromo-5-chloro-20-hydroxy-2,2,16-trioxo-15-oxa-2λ6,6-dithia-3-azatetracyclo[15.3.1.14,7.08,13]docosa-1(21),4,7(22),8,10,12,17,19-octaene-10-carbonitrile BrC=1C=C2C(OCC3=CC=C(C=C3C=3SC(=C(NS(C(C1O)=C2)(=O)=O)C3)Cl)C#N)=O